CC1=C(C(=CC(=C1)C)C)S(=O)(=O)ON O-(2,4,6-trimethylphenylsulfonyl)hydroxylamine